C(C)(C)(C)C=1C(=NC(=C(C(=O)N)C1)N1CCC(CCC1)(F)F)C tert-butyl-2-(4,4-difluoroazepan-1-yl)-6-methylnicotinamide